methyl N-[5-[6-(5,7-difluoroindoline-1-carbonyl)imidazo[1,2-a]pyridin-3-yl]-2-pyridyl]carbamate FC=1C=C2CCN(C2=C(C1)F)C(=O)C=1C=CC=2N(C1)C(=CN2)C=2C=CC(=NC2)NC(OC)=O